N-isopropylallylamine C(C)(C)NCC=C